[3-[3-[2-(trifluoromethyl)phenyl]-1H-pyrazol-5-yl]chroman-6-yl]oxy-3,4-dihydro-1H-1,8-naphthyridin-2-one FC(C1=C(C=CC=C1)C1=NNC(=C1)C1COC2=CC=C(C=C2C1)ON1C(CCC2=CC=CN=C12)=O)(F)F